BrC=1C=CC=2N(C3=CC=CC=C3OC2C1)C1=CC=C(C=C1)OC 3-bromo-10-(4-methoxyphenyl)-10H-phenoxazine